CC1(CC=2N(C=NC2NC(C2=CC(=C(C=C2)C)C#CC=2C=NC=CC2)=O)C1)C N-(6,6-dimethyl-5,7-dihydropyrrolo[1,2-c]imidazol-1-yl)-4-methyl-3-[2-(3-pyridinyl)ethynyl]benzamide